C(C)OP(C1=CC=C(C=C1)C1=CC=CC=C1)C1=CC=C(C=C1)C1=CC=CC=C1 ethoxydi(4-phenylphenyl)phosphine